C(#CCC)O butynyl alcohol